CC1(C(C1)C1=NN(C2=CC=C(C=C12)[N+](=O)[O-])C1OCCCC1)C 3-(2,2-dimethylcyclopropyl)-5-nitro-1-(tetrahydro-2H-pyran-2-yl)-1H-indazole